1-[(3R)-5,5-difluoro-1-(1H-imidazole-1-carbonyl)piperidin-3-yl]pyrrolidin FC1(C[C@H](CN(C1)C(=O)N1C=NC=C1)N1CCCC1)F